CC=1C(=C2C=NNC2=CC1)C=1C=CC=C2C(=CN=NC12)NC1CN(CCC1)C(C=C)=O 1-(3-((8-(5-methyl-1H-indazol-4-yl)cinnolin-4-yl)amino)piperidin-1-yl)prop-2-en-1-one